tert-butyl (S)-8-oxo-6-oxa-2,9-diazaspiro[4.5]decane-2-carboxylate O=C1CO[C@@]2(CCN(C2)C(=O)OC(C)(C)C)CN1